dichloroethene C=C(Cl)Cl